N-[2-chloro-4-(2,4-difluorophenyl)-3-pyridyl]-2-isopropyl-pyrimidine-5-carboxamide ClC1=NC=CC(=C1NC(=O)C=1C=NC(=NC1)C(C)C)C1=C(C=C(C=C1)F)F